N-fluorenylmethoxycarbonyl-N'-tert-butyloxycarbonyl-L-tryptophan C1(=CC=CC=2C3=CC=CC=C3CC12)COC(=O)N[C@@H](CC1=CN(C2=CC=CC=C12)C(=O)OC(C)(C)C)C(=O)O